1-(4-methoxybenzyl)N4-(3-methoxyphenyl)-N1-(3,4,5-trimethoxyphenyl)terephthalamide nonyl-10-((2-hydroxyethyl)amino)decanoate C(CCCCCCCC)OC(CCCCCCCCCNCCO)=O.COC1=CC=C(CC2(C(=O)NC3=CC(=C(C(=C3)OC)OC)OC)CC=C(C(=O)NC3=CC(=CC=C3)OC)C=C2)C=C1